methyl-O-tert-butyl-L-serine CN[C@@H](COC(C)(C)C)C(=O)O